The molecule is a steroid sulfate oxoanion that is the conjugate base of epiandrosterone sulfate, obtained by deprotonation of the sulfo group; major species at pH 7.3. It has a role as a mouse metabolite and a human metabolite. It is a conjugate base of an epiandrosterone sulfate. C[C@]12CC[C@@H](C[C@@H]1CC[C@@H]3[C@@H]2CC[C@]4([C@H]3CCC4=O)C)OS(=O)(=O)[O-]